CS(=O)(=O)O[C@H]1CC[C@@]2(C3CC[C@@]4(C(=CCC4C3CC=C2C1)N1C=NC(=C1)Cl)C)C (3S,10R,13S)-17-(4-chloro-1H-imidazol-1-yl)-10,13-dimethyl-2,3,4,7,8,9,10,11,12,13,14,15-dodecahydro-1H-cyclopenta[a]phenanthren-3-yl methanesulfonate